FC1=C(C(=CC=C1)F)C1(OC(=C(C1=O)O)N)C 2-(2,6-difluorophenyl)-2-methyl-4-hydroxy-5-amino-3(2H)-furanone